2,7-dimethylquinolin CC1=NC2=CC(=CC=C2C=C1)C